tert-Butyl (S)-4-(7-(bicyclo[2.2.2]octan-1-yl)-5-iodo-7H-pyrrolo[2,3-d]pyrimidin-4-yl)-3-methylpiperazine-1-carboxylate C12(CCC(CC1)CC2)N2C=C(C1=C2N=CN=C1N1[C@H](CN(CC1)C(=O)OC(C)(C)C)C)I